Tert-butyl 3-((4-(1-(2-(2,6-dioxopiperidin-3-yl)-1,3-dioxoisoindolin-5-yl)piperidin-4-yl)piperazin-1-yl)methyl)azetidine-1-carboxylate O=C1NC(CCC1N1C(C2=CC=C(C=C2C1=O)N1CCC(CC1)N1CCN(CC1)CC1CN(C1)C(=O)OC(C)(C)C)=O)=O